6-(4-((4-(1H-pyrazol-4-yl)phenyl)amino)pyrimidin-2-yl)-N-cyclopropyl-1H-indole-2-carboxamide N1N=CC(=C1)C1=CC=C(C=C1)NC1=NC(=NC=C1)C1=CC=C2C=C(NC2=C1)C(=O)NC1CC1